cyclopropyl-(cis-7-fluoro-5-phenyl-6,7-dihydro-5H-pyrrolo[1,2-b][1,2,4]triazol-2-yl)methanone C1(CC1)C(=O)C=1N=C2N(N1)[C@@H](C[C@@H]2F)C2=CC=CC=C2